ClC=1C=C(C=CC1C=1N(C2=NC=NC(=C2N1)OC1(CC1)C)CC1=CC(=NC=C1)C(F)(F)F)CC(=O)N 2-(3-chloro-4-(6-(1-methylcyclopropoxy)-9-((2-(trifluoromethyl)pyridin-4-yl)methyl)-9H-purin-8-yl)phenyl)acetamide